3-[5-(3,5-dimethylisoxazol-4-yl)sulfonyl-3-(trifluoromethyl)-6,7-dihydro-4H-pyrazolo[4,3-c]pyridin-1-yl]-N-(5-fluoro-2-methyl-1,3-benzoxazol-6-yl)-N-methyl-benzamide CC1=NOC(=C1S(=O)(=O)N1CC2=C(CC1)N(N=C2C(F)(F)F)C=2C=C(C(=O)N(C)C1=CC3=C(N=C(O3)C)C=C1F)C=CC2)C